CC(C(=O)C1=CC=C(C=C1)SC)(CN1CCOCC1)N1CCOCC1 2-methyl-1-[4-(methylthio)phenyl]-2-morpholino(morpholino)propane-1-one